C(#N)C=1C=C(C=CC1)C=1OC2=C(C1)C(=CC=C2)COC2=C(C=CC=C2)CC(=O)O 2-(2-((2-(3-cyanophenyl)benzofuran-4-yl)methoxy)phenyl)acetic acid